C(C)(C)C1=C(NC2=CC=C(C=C12)O[C@@H]1CN(CCC1)C)C=1C=C(C(N(C1)C)=O)C (S)-5-(3-Isopropyl-5-((1-methylpiperidin-3-yl)oxy)-1H-indol-2-yl)-1,3-dimethylpyridin-2(1H)-on